spiro[piperidine-4,4'-pyrido[2,3-d][1,3]oxazine] N1=COC2(C3=C1N=CC=C3)CCNCC2